CC1(CC(CC(C1)C)NCC(CC)S(=O)(=O)O)C 3,3,5-trimethylcyclohexylaminobutane-2-sulfonic acid